N1(CCOCC1)C1=NC2=C(N=CC=C2C(=C1)N1CCC(CC1)CO)C1=CC=NN1 {1-[2-(morpholin-4-yl)-8-(1H-pyrazol-5-yl)-1,7-naphthyridin-4-yl]piperidin-4-yl}methanol